6-cyclopropyl-3-oxo-2-phenyl-2,3-dihydropyridazine-4-carboxamide C1(CC1)C=1C=C(C(N(N1)C1=CC=CC=C1)=O)C(=O)N